CN(C(OC1=CC=C2C(=C(C(OC2=C1)=O)CC1=C(C(=CC=C1)CS)F)CN(C)C)=O)C 4-((dimethylamino)methyl)-3-(2-fluoro-3-(mercaptomethyl)benzyl)-2-oxo-2H-chromen-7-yl dimethylcarbamate